ClC1=NC=C(C(=N1)C1=CN(C2=CC=CC=C12)C)C 3-(2-chloro-5-methyl-pyrimidin-4-yl)-1-methyl-indole